3-chloro-N-(3-(furan-3-yl)-1H-indazol-5-yl)-2-(trifluoromethyl)benzamide ClC=1C(=C(C(=O)NC=2C=C3C(=NNC3=CC2)C2=COC=C2)C=CC1)C(F)(F)F